COC(=O)C1=NC=C(N=C1)N(C)CC1CCC1 5-((cyclobutylmethyl)(methyl)amino)pyrazine-2-carboxylic acid methyl ester